N1=C2C(=CC=C1)C(OC2)=O furo[3,4-B]pyridin-5(7H)-one